CS(=O)(=O)OCCC1=CC(=C(C(=C1)F)[C@@H]1C(NC(CC1)=O)=O)F |o1:14| (R or S)-4-(2,6-dioxopiperidine-3-yl)-3,5-difluorophenethyl methanesulfonate